2-(5-chloro-2-(difluoromethoxy)pyridin-3-yl)-5-(2,6-difluorophenyl)-1,2-dihydro-3H-pyrazol-3-one ClC=1C=C(C(=NC1)OC(F)F)N1NC(=CC1=O)C1=C(C=CC=C1F)F